CC1=NN=C(O1)[C@H]1[C@H](CC1)C=1NC(C2=C(N1)N(N=C2C#N)[C@H](C)C=2C=NC(=CC2)C(F)(F)F)=O 6-((1S,2R)-2-(5-methyl-1,3,4-oxadiazol-2-yl)cyclobutyl)-4-oxo-1-((R)-1-(6-(trifluoromethyl)-pyridin-3-yl)ethyl)-4,5-dihydro-1H-pyrazolo[3,4-d]pyrimidine-3-carbonitrile